2-(3-acetyl-5-bromo-1H-indol-1-yl)acetic acid C(C)(=O)C1=CN(C2=CC=C(C=C12)Br)CC(=O)O